ClC1=C(C=CC=C1Cl)C1CC=NN1C(=O)C12CC(C1)(C2)COC2=NC=C(C#N)C=C2 6-((3-(5-(2,3-dichlorophenyl)-4,5-dihydro-1H-pyrazole-1-carbonyl)bicyclo[1.1.1]pentan-1-yl)methoxy)nicotinonitrile